C(CCC)C(C=O)C(CCCC)CCCC 2,3-dibutylheptanal